tert-Butyl (R)-7-((1-methylpyrrolidin-3-yl)oxy)-3,4-dihydroisoquinoline-2(1H)-carboxylate CN1C[C@@H](CC1)OC1=CC=C2CCN(CC2=C1)C(=O)OC(C)(C)C